2-(2-Chloro-N-(2-((5-chloro-2-(4-chloro-1H-1,2,3-triazol-1-yl)phenyl)amino)-2-oxoethyl)acetamido)-3-(2-fluorophenyl)propanoic acid tert-butyl ester C(C)(C)(C)OC(C(CC1=C(C=CC=C1)F)N(C(CCl)=O)CC(=O)NC1=C(C=CC(=C1)Cl)N1N=NC(=C1)Cl)=O